3-(3-(3-(tert-butoxy)-1-(6-methoxypyridin-3-yl)-3-oxopropyl)cyclobutyl)propionic acid C(C)(C)(C)OC(CC(C=1C=NC(=CC1)OC)C1CC(C1)CCC(=O)O)=O